C(CCC)OC(NCCC1CCN(CC1)C=1C=C2C(N(C(C2=CC1)=O)C1C(NC(CC1)=O)=O)=O)=O.FC(C(C(C(F)(F)F)(F)F)(F)F)(O[Si](OC(C(C(C(F)(F)F)(F)F)(F)F)(F)F)(OC(C(C(C(F)(F)F)(F)F)(F)F)(F)F)C(C(C(C(C(C(C(C(C(C(F)(F)F)(F)F)(F)F)(F)F)(F)F)(F)F)(F)F)(F)F)(F)F)(F)F)F perfluorodecyl-tributoxysilane butyl-N-(2-[1-[2-(2,6-dioxopiperidin-3-yl)-1,3-dioxoisoindol-5-yl]piperidin-4-yl]ethyl)carbamate